5-iodocytidine phosphoramidite P(O)(N)OC[C@@H]1[C@H]([C@H]([C@@H](O1)N1C(=O)N=C(N)C(=C1)I)O)O